OC=1C(=NC=CC1)NC=1SC[C@H](N1)C(=O)O (R)-2-((3-hydroxypyridin-2-yl)amino)-4,5-dihydrothiazole-4-carboxylic acid